CNC=1SC2=C(N1)C=CC=C2 N-methylbenzothiazole-2-amine